BrC=1SC2=C(N1)SC(=N2)N([C@@H]2C[C@H](N(CC2)C(=O)OC(C)(C)C)C)C |o1:10,12| tert-butyl (2R*,4S*)-4-[(5-bromothiazolo[5,4-d]thiazol-2-yl)-methyl-amino]-2-methyl-piperidine-1-carboxylate